tetradecadienealdehyde C(C=CC=CCCCCCCCCC)=O